OCCONC(C1=CC=CC(=C1)CN1OCCCC1=O)=O N-(2-hydroxyethoxy)-5-((3-oxo-1,2-oxazinan-2-yl)methyl)benzamide